Benzyl (2-aminoethyl)carbamate NCCNC(OCC1=CC=CC=C1)=O